methyl (Z)-1-(4-amino-2-fluorobut-2-en-1-yl)-4-(2-methoxy-5-(N-methylsulfamoyl)phenyl)-1H-benzo[d][1,2,3]triazol-6-carboxylate hydrochloride Cl.NC\C=C(\CN1N=NC2=C1C=C(C=C2C2=C(C=CC(=C2)S(NC)(=O)=O)OC)C(=O)OC)/F